BrC=1C(=C(C(=O)NC=2C=C3C(=NNC3=CC2)C2=CN=CO2)C=CC1)OC(F)(F)F 3-bromo-N-(3-(oxazol-5-yl)-1H-indazol-5-yl)-2-(trifluoromethoxy)benzamide